C[C@@H]1CN(C[C@H](O1)C=1C=NNC1)C1=NC(=NC=C1)C1=CN=C2N1C=C(N=C2)C(F)(F)F trans-2-methyl-6-(1H-pyrazol-4-yl)-4-(2-(6-(trifluoromethyl)imidazo[1,2-a]pyrazin-3-yl)pyrimidin-4-yl)morpholine